BrC=1C=C2C3=C(N=CN=C3C1Cl)N1[C@H](CO2)CN(CC1)C(=O)OC(C)(C)C Tert-butyl (8aS)-5-bromo-4-chloro-8a,9,11,12-tetrahydropyrazino[2',1':3,4][1,4]-oxazepino[5,6,7-de]quinazoline-10(8H)-carboxylate